(S)-2-((((9H-fluoren-9-yl)methoxy)carbonyl)amino)-3-(4-(2-((E)-1,2-dihydroxycyclooct-3-en-1-yl)acetamido)phenyl)propanoic acid C1=CC=CC=2C3=CC=CC=C3C(C12)COC(=O)N[C@H](C(=O)O)CC1=CC=C(C=C1)NC(CC1(C(\C=C\CCCC1)O)O)=O